BrC1=NC=C(C(=C1)N1C(C(=C(C=C1C)OC([2H])([2H])C1=NC=C(C=C1F)F)Cl)=O)C 2'-bromo-3-chloro-4-[(3,5-difluoropyridin-2-yl)(2H2)methoxy]-5',6-dimethyl-[1,4'-bipyridin]-2-one